3-{[(5Z,8Z,11Z)-3-fluorotetradeca-5,8,11-trien-1-yl]sulfanyl}propanoic acid FC(CCSCCC(=O)O)C\C=C/C\C=C/C\C=C/CC